2-[5-fluoro-2-(methylsulfanyl)pyrrolo[2,1-f][1,2,4]triazin-7-yl]pyridine FC=1C=C(N2N=C(N=CC21)SC)C2=NC=CC=C2